thioxol S1OCC=C1